C(=O)O.C1C2CNC=3C=CC(=CC3C21)C#N 1a,2,3,7b-tetrahydro-1H-cyclopropa[c]quinoline-6-carbonitrile, formic acid salt